2,4-difluoro-5-[8-(morpholin-4-yl)imidazo[1,2-a]pyridin-6-yl]aniline FC1=C(N)C=C(C(=C1)F)C=1C=C(C=2N(C1)C=CN2)N2CCOCC2